C1(CC1)C1=C(C=C(C(=O)OC)C=C1)S(NC1=C(C=CC(=C1)C1=CC=NS1)C1NCCCC1)(=O)=O methyl 4-cyclopropyl-3-(N-(5-(isothiazol-5-yl)-2-(piperidin-2-yl)phenyl)sulfamoyl)benzoate